O1COC2=C1C=CC(=C2)/C=C/C=C/C(=O)N2CCN(CC2)C2=C(C=CC=C2)F (2e,4e)-5-(benzo[d][1,3]dioxol-5-yl)-1-(4-(2-fluorophenyl)piperazin-1-yl)penta-2,4-dien-1-one